4-Formyl-1-methylquinolinium C(=O)C1=CC=[N+](C2=CC=CC=C12)C